((5-benzylthio-4-phenyl-4H-1,2,4-triazol-3-yl)methyl)-9H-carbazole C(C1=CC=CC=C1)SC=1N(C(=NN1)CC1=CC=CC=2C3=CC=CC=C3NC12)C1=CC=CC=C1